N=1C=C(N2C1C=CC=C2)C=2CC(CCC2)NC(OC(C)(C)C)=O tert-butyl (3-(imidazo[1,2-a]pyridin-3-yl)cyclohex-3-en-1-yl)carbamate